1,5-dimethyl-6-sulfanylidene-1,3,5-triazinane-2,4-dione CN1C(NC(N(C1=S)C)=O)=O